CNNCCC N-Methylaminopropylamin